rel-(R)-2-((3S,4S)-4-(((6-(ethyl(4-(trifluoromethyl)benzyl)amino)-5-fluoropyrimidin-4-yl)amino)methyl)-3,4-dihydroxypiperidin-1-yl)-2-(pyridin-4-yl)acetamide C(C)N(C1=C(C(=NC=N1)NC[C@@]1([C@H](CN(CC1)[C@@H](C(=O)N)C1=CC=NC=C1)O)O)F)CC1=CC=C(C=C1)C(F)(F)F |o1:17|